(e)-4-((4-(4-(1H-1,2,3-triazol-1-yl)butyl)phenoxy)methyl)-2-(styryl)oxazole N1(N=NC=C1)CCCCC1=CC=C(OCC=2N=C(OC2)\C=C\C2=CC=CC=C2)C=C1